vinyl [3-[3,3,3-trimethyl-1,1-bis(trimethylsiloxy)-disiloxanyl]propyl]carbamate C[Si](O[Si](O[Si](C)(C)C)(O[Si](C)(C)C)CCCNC(OC=C)=O)(C)C